7-(3-(4-(4-fluorophenyl)-3,6-dihydropyridin-1(2H)-yl)propyl)-1,6-naphthyridin-5(6H)-one FC1=CC=C(C=C1)C=1CCN(CC1)CCCC=1NC(C=2C=CC=NC2C1)=O